CC=1C(=NC=C(C1)C)OCC(C(=O)N[C@@H]1[C@H](CN(CC1)C)F)(C)C 3-((3,5-dimethylpyridin-2-yl)oxy)-N-((3s,4S)-3-fluoro-1-methylpiperidin-4-yl)-2,2-dimethylpropanamide